benzoic acid [(thiophen-2-yl)methylene] hydrazide S1C(=CC=C1)C=NNC(C1=CC=CC=C1)=O